COC=1C=C(C=CC1OC)C=1NC2=CC=C(C=C2C1C(C)C)N1CCC(CC1)N1C(CC(C1)O)=O 1-(1-(2-(3,4-dimethoxyphenyl)-3-isopropyl-1H-indol-5-yl)piperidin-4-yl)-4-hydroxypyrrolidin-2-one